2-(2,2-dimethylpropyl)-2-azaspiro[3.3]heptan-6-yl (2R,6S)-2,6-dimethyl-4-[5-(trifluoromethyl)pyrimidin-2-yl]piperazine-1-carboxylate C[C@H]1N([C@H](CN(C1)C1=NC=C(C=N1)C(F)(F)F)C)C(=O)OC1CC2(CN(C2)CC(C)(C)C)C1